HYDROXYETHYL-3,4-METHYLENEDIOXYANILINE 4-[(2R)-3-(3,4-dihydro-1H-isoquinolin-2-yl)-2-hydroxy-propyl]-2,2-dimethyl-5-oxo-3H-1,4-benzoxazepine-8-carboxylate C1N(CCC2=CC=CC=C12)C[C@H](CN1CC(OC2=C(C1=O)C=CC(=C2)C(=O)O)(C)C)O.OCCNC2=CC1=C(C=C2)OCO1